OC[C@H](C[C@H]1C(NCCC1)=O)NC([C@H](CC(C)C)NC([C@H](CC1=CC=CC2=CC=CC=C12)NC(=O)C1=NOC(=C1)C)=O)=O N-((S)-1-(((S)-1-(((S)-1-hydroxy-3-((S)-2-oxopiperidin-3-yl)propan-2-yl)amino)-4-methyl-1-oxopentan-2-yl)amino)-3-(naphthalen-1-yl)-1-oxopropan-2-yl)-5-methylisoxazole-3-carboxamide